FCC12OCC(C1)(C2)N2N=C1C=C(C(=CC1=C2)C(=O)NC=2C(N(C=CC2)[C@@H]2[C@H](C2)C)=O)OC(C)C 2-(1-(fluoromethyl)-2-oxabicyclo[2.1.1]hex-4-yl)-6-isopropoxy-N-(1-((1s,2s)-2-methylcyclopropyl)-2-oxo-1,2-dihydropyridin-3-yl)-2H-indazole-5-carboxamide